7a-hydroxy-4-cholesten-3-one O[C@H]1[C@H]2[C@@H]3CC[C@H]([C@@H](CCCC(C)C)C)[C@]3(CC[C@@H]2[C@]2(CCC(C=C2C1)=O)C)C